C(C)(C)(C)OC(=O)N[C@H](C(=O)OCCCN(CC(CCCCCCCCCC)O[Si](C)(C)C(C)(C)C)CC(CCCCCCCCCC)O[Si](C)(C)C(C)(C)C)CCC1=CC=CC=C1 3-(bis(2-((tert-butyldimethylsilyl)oxy) dodecyl) amino)propyl (2S)-2-((tert-butoxycarbonyl)amino)-4-phenylbutanoate